1-pentadecanesulfonic acid sodium salt [Na+].C(CCCCCCCCCCCCCC)S(=O)(=O)[O-]